6,7-dimethoxy-2-methyl-N-{(1R)-1-[4'-(methylsulfonyl)-biphenyl-3-yl]-ethyl}quinazolin-4-amine COC=1C=C2C(=NC(=NC2=CC1OC)C)N[C@H](C)C=1C=C(C=CC1)C1=CC=C(C=C1)S(=O)(=O)C